C(CCCCCCC\C=C/CCCCCCCC)(=O)OC(C(COC(CN(C)C)=O)(OCCCCCCCC\C=C/CCCCCCCC)OC(CCCCCCC\C=C/CCCCCCCC)=O)(OCCCCCCCC\C=C/CCCCCCCC)N(C)C 1,2-Dioleoyloxy-N,N-dimethylamino-1,2-dioleyloxy-3-(dimethylamino)acetoxypropane